{10-[(4,5-dihydroxyl-7-methyl-9,10-anthraquinone-2-yl)oxy]decyl}triphenyl-phosphonium bromide [Br-].OC1=CC(=CC=2C(C3=CC(=CC(=C3C(C12)=O)O)C)=O)OCCCCCCCCCC[P+](C1=CC=CC=C1)(C1=CC=CC=C1)C1=CC=CC=C1